6-(4-(tert-Butoxycarbonylamino)-4-methylpiperidin-1-yl)-3-(2,3-dichlorophenyl)-1H-pyrazolo[3,4-b]Pyrazine-5-carboxylic acid methyl ester COC(=O)C=1N=C2C(=NC1N1CCC(CC1)(C)NC(=O)OC(C)(C)C)NN=C2C2=C(C(=CC=C2)Cl)Cl